6-methoxy-1'-(4'-oxo-1,3-dihydro-4'H-spiro[indene-2,5'-[1,3]oxazol]-2'-yl)-3H-spiro[2-benzofuran-1,4'-piperidin]-3-one COC=1C=CC2=C(C1)C1(CCN(CC1)C=1OC3(C(N1)=O)CC1=CC=CC=C1C3)OC2=O